cerium pentafluorobenzoate FC1=C(C(=C(C(=C1C(=O)[O-])F)F)F)F.[Ce+3].FC1=C(C(=C(C(=C1C(=O)[O-])F)F)F)F.FC1=C(C(=C(C(=C1C(=O)[O-])F)F)F)F